N-methyl-7-(oxazol-5-yl)-N-(2,2,6,6-tetramethylpiperidin-4-yl)-4H-chromeno[3,4-d]thiazol-2-amine CN(C=1SC2=C(N1)COC=1C=C(C=CC12)C1=CN=CO1)C1CC(NC(C1)(C)C)(C)C